N-ethyl-5,6-difluoro-N-(3-fluoro-5-iodophenyl)-2-hydrazinoquinazolin-4-amine C(C)N(C1=NC(=NC2=CC=C(C(=C12)F)F)NN)C1=CC(=CC(=C1)I)F